C(C)N1C2=C([C@@H]([C@@H](C1=O)NC(C1=CC(=CC=C1)C(F)(F)F)=O)C1=CC=C(C=C1)F)C(=NN2C2=CC=CC=C2)CO N-((4S,5S)-7-ethyl-4-(4-fluorophenyl)-3-(hydroxymethyl)-6-oxo-1-phenyl-4,5,6,7-tetrahydro-1H-pyrazolo[3,4-b]pyridin-5-yl)-3-(trifluoromethyl)benzamide